O=C1N(CCN2[C@H]1CNCC2)C=2SC(=CN2)C2=CC=CC=C2 (S)-9-Oxo-8-(5-phenylthiazol-2-yl)octahydro-2H-pyrazino[1,2-a]pyrazin